CC1=CCC(=C(C)C)CC1 Alpha-Terpinolene